C(C)(C)NC=1C=C(C=C(C1)C1(CC(C1)OC)C1=NN=CN1C)N1C(C2=CC(=CC(=C2C1)C(F)(F)F)CNC1(CCC1)C)=O 2-(3-(isopropylamino)-5-((1r,3r)-3-methoxy-1-(4-methyl-4H-1,2,4-triazol-3-yl)cyclobutyl)phenyl)-6-(((1-methylcyclobutyl)amino)methyl)-4-(trifluoromethyl)isoindolin-1-one